C(C(=C)C)(=O)N1C(CCC1)=O N-methacryloyl-2-pyrrolidinone